CC(C)(CCCC(C=C)C)OCC=CC1=CC(C(C=C1)(OC)C1=CC=CC=C1)OC 4-(3-((2,6-dimethyloct-7-en-2-yl)oxy)prop-1-en-1-yl)-1,2-dimethoxyPhenyl-benzene